BrC1=C(OC2=C1C=C(C=C2C2=CC(=CC=C2)C#N)COC2=C(C=CC=C2)CC(=O)OCC)C ethyl 2-(2-((3-bromo-7-(3-cyanophenyl)-2-methylbenzofuran-5-yl)methoxy)phenyl)acetate